C(C)O[Si](CCCN)(OCC)OCC 3-triethoxysilylpropylamine